FC1=C(C=CC(=C1)F)C1=NC(=CC=2N=C(N(C(C21)=O)CC)C)N2C[C@@H](OCC2)C2=CC(=NC=C2)C 5-(2,4-difluorophenyl)-3-ethyl-2-methyl-7-((2S)-2-(2-methyl-4-pyridinyl)-4-morpholinyl)pyrido[4,3-d]pyrimidin-4(3H)-one